FC=1C=C(C=C(C1CN1CCOCC1)OC)C=1C(=C(C=CC1)C1=C(C(=CC=C1)NC(=O)C=1C(N(C(NC1)=O)C)=O)C)C N-(3''-fluoro-5''-methoxy-2,2'-dimethyl-4''-(morpholinomethyl)-[1,1':3',1''-terphenyl]-3-yl)-3-methyl-2,4-dioxo-1,2,3,4-tetrahydropyrimidine-5-carboxamide